2-ethoxy-3-(4,4,5,5-tetramethyl-1,3,2-dioxaborolan-2-yl)pyridine C(C)OC1=NC=CC=C1B1OC(C(O1)(C)C)(C)C